C1(CCCCC1)C(=O)N cyclohexane-carboxamide